N1N=C(C=C1)[C@H](CC=C)NC(OC(C)(C)C)=O (S)-tert-butyl (1-(1H-pyrazol-3-yl)but-3-en-1-yl)carbamate